CN(C)C(CC(C=1SC=CC1)=O)=O N,N-dimethyl-3-keto-3-(2-thienyl)-1-keto-propylamine